1,1,1,3,3,3-Hexafluoroisopropylamine C(C(F)(F)F)(C(F)(F)F)N